1,3-bis[3-(2-methoxyethoxy)propyl]imidazolium methacrylate C(C(=C)C)(=O)[O-].COCCOCCCN1C=[N+](C=C1)CCCOCCOC